C[C@@H]1O[C@@H](CN(C1)C1=CC(=CC(=N1)C1=NC2=CC(=NC=C2C=C1)CC(=O)OC(C)(C)C)F)C tert-butyl 2-(2-(6-((cis)-2,6-dimethylmorpholino)-4-fluoropyridin-2-yl)-1,6-naphthyridin-7-yl)acetate